acryloyloxyethyl-2-Hydroxyethyl-phthalic acid C(C=C)(=O)OCCC=1C(=C(C(C(=O)O)=CC1)C(=O)O)CCO